COC=1C=C(C=C(C1)OC)C1(OC(=C(C1=O)OC(C)=O)N)C 2-(3,5-dimethoxyphenyl)-2-methyl-4-acetoxy-5-amino-3(2H)-furanone